ClC1=CC=CC(=C1)C1=CC=CC=C1 2-chloro-4,6-biphenyl